2-(4-methoxyphenyl)-6-phenylpyridine COC1=CC=C(C=C1)C1=NC(=CC=C1)C1=CC=CC=C1